adenylyl-(3'→5')-2'-O-methyluridylyl-(3'→5')-thymidylyl-(3'→5')-thymidine [C@@H]1([C@H](O)[C@H](OP(=O)(O)OC[C@@H]2[C@H]([C@H]([C@@H](O2)N2C(=O)NC(=O)C=C2)OC)OP(=O)(O)OC[C@@H]2[C@H](C[C@@H](O2)N2C(=O)NC(=O)C(C)=C2)OP(=O)(O)OC[C@@H]2[C@H](C[C@@H](O2)N2C(=O)NC(=O)C(C)=C2)O)[C@@H](CO)O1)N1C=NC=2C(N)=NC=NC12